S(=O)(=O)(OCC(F)(F)F)[O-] (2,2,2-trifluoroethyl) sulfate